C1N(CCC2=CC=CC=C12)C[C@H](CN1CCN(C2=C(C1=O)C=CC(=C2)CCC(F)(F)F)C)O 4-[(2R)-3-(3,4-dihydro-1H-isoquinolin-2-yl)-2-hydroxy-propyl]-1-methyl-8-(3,3,3-trifluoropropyl)-2,3-dihydro-1,4-benzodiazepine-5-one